2'-chloro-5'-methoxy-N-[6-(2-oxopiperidin-1-yl)-[1,3]thiazolo[4,5-c]pyridin-2-yl]-[4,4'-bipyridine]-3-carboxamide ClC1=NC=C(C(=C1)C1=C(C=NC=C1)C(=O)NC=1SC2=C(C=NC(=C2)N2C(CCCC2)=O)N1)OC